C(CCCCCCCCCC(C)C)O iso-tridecane-1-ol